CC1([C@H](C2=CC(=C(C=C2C1)C1=CC=C(C=C1)CCC)C)NC(O[C@@H]1CN2CCC1CC2)=O)C (S)-quinuclidin-3-yl ((R)-2,2,6-trimethyl-5-(4-propylphenyl)-2,3-dihydro-1H-inden-1-yl)carbamate